BrC=1C(=CSC1)C(CC(=O)O)C 3-(4-bromo-3-thienyl)-butyric acid